4-amino-3-chloro-6-(2,5-difluoro-4-(trimethylsilyl)phenyl)-5-fluoro-pyridine-2-carboxylic acid methyl ester COC(=O)C1=NC(=C(C(=C1Cl)N)F)C1=C(C=C(C(=C1)F)[Si](C)(C)C)F